ClC1=CC2=C(C(N(C=C2C2=CC(N(C=C2C2=CC(=CC=C2)CSC)C)=O)C)=O)N1S(=O)(=O)C1=CC=C(C)C=C1 2-chloro-6-methyl-4-(1-methyl-5-(3-((methylthio)methyl)phenyl)-2-oxo-1,2-dihydropyridin-4-yl)-1-tosyl-1,6-dihydro-7H-pyrrolo[2,3-c]pyridin-7-one